4-methoxy-2-methylthieno[3,2-E]benzofuran-7-carboxylic acid COC1=CC2=C(C=3C=C(OC31)C)C=C(S2)C(=O)O